C(C)O[Si](C=1C=C(C=C(C1)N)N)(C)C 5-(ethoxydimethylsilyl)benzene-1,3-diamine